4-[[2-(2,6-dioxo-3-piperidyl)-1,3-dioxo-isoindolin-4-yl]amino]butanoic acid O=C1NC(CCC1N1C(C2=CC=CC(=C2C1=O)NCCCC(=O)O)=O)=O